7-bromo-4-hydroxy-8-methyl-3,4-dihydro-2H-1,5-naphthyridine-1-carboxylic acid tert-butyl ester C(C)(C)(C)OC(=O)N1CCC(C2=NC=C(C(=C12)C)Br)O